2,6-Di-t-butyl-4-ethylphenol C(C)(C)(C)C1=C(C(=CC(=C1)CC)C(C)(C)C)O